CO[Si](CCCS(=C(N(C)C)SSSSC(N(C)C)=S(CCC[Si](OC)(OC)OC)CCC[Si](OC)(OC)OC)CCC[Si](OC)(OC)OC)(OC)OC bis(3-trimethoxysilylpropyl)-N,N-dimethylthiocarbamoyltetrasulfide